5,6-diamino-N-(3-fluoro-5-(1-methyl-1H-pyrazol-4-yl)benzyl)pyrimidine-4-carboxamide NC=1C(=NC=NC1N)C(=O)NCC1=CC(=CC(=C1)C=1C=NN(C1)C)F